ethyl 2-(2,2,2-trifluoroacetyl)benzoate FC(C(=O)C1=C(C(=O)OCC)C=CC=C1)(F)F